ClC1=NC(=C2NC(=NC2=N1)C)Cl 2,6-dichloro-8-methyl-7H-purine